2,3,4,5-tetramethyl-4,5-dihydro-6H-cyclopenta[b]thiophen-6-one CC1=C(C2=C(S1)C(C(C2C)C)=O)C